5-{2-[2-(4-Methoxy-2,3,6-trimethylbenzensulfonamido)phenyl]ethynyl}pyridin COC1=C(C(=C(C(=C1)C)S(=O)(=O)NC1=C(C=CC=C1)C#CC=1C=CC=NC1)C)C